CC1(NC=CN1)CO L-2-methyl-1H-imidazolemethanol